methyl 2-bromo-3-methylbenzoate BrC1=C(C(=O)OC)C=CC=C1C